CS(=O)(=O)C1=CC=C(OC2(CCCCC2)N)C=C1 (4-(methylsulfonyl)phenoxy)cyclohexane-1-amine